tert-butyl (R,Z)-9-cyano-8-(((dimethylamino)methylene)amino)-1,2,4a,5-tetrahydrobenzo[b]pyrazino[1,2-d][1,4]oxazine-3(4H)-carboxylate C(#N)C1=CC2=C(OC[C@@H]3N2CCN(C3)C(=O)OC(C)(C)C)C=C1\N=C/N(C)C